6-(1-methyl-1H-pyrazol-4-yl)-4-(5-methyl-7H-pyrrolo[2,3-d]pyrimidin-4-yl)-3,4-dihydro-2H-1,4-thiazine CN1N=CC(=C1)C1=CN(CCS1)C=1C2=C(N=CN1)NC=C2C